ClS(=O)(=O)C1=CC(=NN1COCC[Si](C)(C)C)C(=O)OCC ethyl 5-chlorosulfonyl-1-(2-trimethylsilylethoxymethyl)pyrazole-3-carboxylate